C(C)(C)(C)C1=CC=C(C(=O)NC(C(=O)OC)=CC=2NC=CC2)C=C1 methyl 2-(4-(tert-butyl)benzamido)-3-(1H-pyrrol-2-yl)acrylate